2-(2-tertbutoxy-2-oxo-ethoxy)acetic acid C(C)(C)(C)OC(COCC(=O)O)=O